[(2R,3S,5R)-2-ethyl-5-(5-methoxy-2,4-dioxo-pyrimidin-1-yl)-3-(4-methylbenzoyl)oxy-tetrahydrofuran-2-yl]methyl 4-methylbenzoate CC1=CC=C(C(=O)OC[C@]2(O[C@H](C[C@@H]2OC(C2=CC=C(C=C2)C)=O)N2C(NC(C(=C2)OC)=O)=O)CC)C=C1